ethyl 3-oxo-6-(4-(trifluoromethoxy) phenyl)-2,3-dihydropyridazine-4-carboxylate O=C1NN=C(C=C1C(=O)OCC)C1=CC=C(C=C1)OC(F)(F)F